C(C)(C)(C)C=1C=C(C(=C(C1)C1=C(C(=C(C(=C1[2H])[2H])[2H])[2H])[2H])NC=1C(=CC=CC1)N)C1=C(C(=C(C(=C1[2H])[2H])[2H])[2H])[2H] N1-(5'-(tert-butyl)-[1,1':3',1''-terphenyl]-2'-yl-2,2'',3,3'',4,4'',5,5'',6,6''-d10)benzene-1,2-diamine